6-[2-[2-amino-2-(4-chloro-2,3-dihydro-1H-inden-2-yl)ethyl]-6-oxo-5-oxa-2,7-diazaspiro[3.4]octan-7-yl]-4H-pyrido[3,2-b][1,4]oxazin-3-one NC(CN1CC2(C1)OC(N(C2)C=2C=CC=1OCC(NC1N2)=O)=O)C2CC1=CC=CC(=C1C2)Cl